(S)-2-chloro-12-(ethylthio)-1-fluoro-4-methylene-4,5,5a,6,9,10-hexahydro-8H-7-oxa-3,10a,11,13-tetraazanaphtho[1,8-ab]heptalene ClC=1C(=C2N=C(N=C3C2=C(C(C[C@H]2COCCCN32)=C)N1)SCC)F